N-(2-(7-chloro-2-((6-(4-methylpiperazin-1-yl)pyridin-3-yl)amino)quinazolin-8-yl)pyridin-4-yl)acrylamide ClC1=CC=C2C=NC(=NC2=C1C1=NC=CC(=C1)NC(C=C)=O)NC=1C=NC(=CC1)N1CCN(CC1)C